CC1=CC(=C2C(=N1)CN(C2)C(CC2CN(C2)C2=CC(=NC=C2)C(F)(F)F)=NC)C 1-(2,4-dimethyl-6,7-dihydro-5H-pyrrolo[4,3-b]pyridin-6-yl)-N-methyl-2-{1-[2-(trifluoromethyl)pyridin-4-yl]azetidin-3-yl}ethaneimine